C(OCC)(OC1=C(C=C(C=C1C=O)C1=NC(=NS1)C1=CC=C(C=C1)N1CCCC1)F)=O ethyl (2-fluoro-6-formyl-4-(3-(4-(pyrrolidin-1-yl)phenyl)-1,2,4-thiadiazol-5-yl)phenyl) carbonate